Cl[Si](O[SiH](C(C)C)C(C)C)(C(C)C)C(C)C ([[chlorobis(prop-2-yl)silyl]oxy])bis(prop-2-yl)silane